2-[(2R,4S,5R)-1-(2,4-dichlorophenyl)-5-hydroxy-2,6,6-trimethylhept-4-yl]-2,4-dihydro-3H-1,2,4-triazole-3-thione ClC1=C(C=CC(=C1)Cl)C[C@H](C[C@@H]([C@@H](C(C)(C)C)O)N1N=CNC1=S)C